ClC1=C2C(=NC=C1C=1C=C(C=NC1)N1C(CN(CC1)C(=O)OC(C)(C)C)=O)NC=C2C2CC2 tert-butyl 4-(5-(4-chloro-3-cyclopropyl-1H-pyrrolo[2,3-b]pyridin-5-yl)pyridin-3-yl)-3-oxopiperazine-1-carboxylate